COC1=C(C=CC(=C1)N1CCC(CC1)N1CCN(CC1)C)NC1=NC=NC(=N1)N1OCC[C@@H]1C1=CC=CC=C1 (R)-N-(2-methoxy-4-(4-(4-methylpiperazin-1-yl)piperidin-1-yl)phenyl)-4-(3-phenylisoxazolidine-2-yl)-1,3,5-triazine-2-amine